p-hydroxyhippuric acid C1=CC(=CC=C1C(=O)NCC(=O)O)O